ClC1=CC=C(C=C1)[C@H](C(=O)N1CCN(CC1)C=1C2=C(N=CN1)NC(CC2)=O)CNC(C)C (S)-4-(4-(2-(4-chlorophenyl)-3-(isopropylamino)propionyl)piperazin-1-yl)-5,8-dihydropyrido[2,3-d]pyrimidin-7(6H)-one